NC(C(C1=CC=CC=C1)C1=CC=CC=C1)C(C)(C)C 2-amino-3,3-dimethyl-1,1-diphenyl-butane